5α-Benzyloxy-3β-hydroxy-7β,19-epoxy-cholestan-6-on C(C1=CC=CC=C1)O[C@]12C([C@H]3[C@H]4[C@@H]5CC[C@H]([C@@H](CCCC(C)C)C)[C@]5(CC[C@@H]4[C@]2(CC[C@@H](C1)O)CO3)C)=O